3-methyl-5-chloro-anthranilic acid CC1=C(C(C(=O)O)=CC(=C1)Cl)N